(3S)-N-[(1S)-2-amino-2-oxo-1-[[(3S)-2-oxopyrrolidin-3-yl]methyl]ethyl]-2-(4-methoxy-1H-indole-2-carbonyl)-2-azaspiro[4.4]nonane-3-carboxamide NC([C@H](C[C@H]1C(NCC1)=O)NC(=O)[C@H]1N(CC2(C1)CCCC2)C(=O)C=2NC1=CC=CC(=C1C2)OC)=O